C(=C)(C)C1(C(CC(CC1)C)O)O 1-isopropenyl-4-methyl-1,2-cyclohexanediol